1-(pyridazine-4-yl)-1H-pyrazole-3-carboxyamide monobutanediate C(CCC(=O)O)(=O)O.N1=NC=C(C=C1)N1N=C(C=C1)CC(=O)N